5-(4-(4,4-difluorocyclohexyl)phenoxy)-1H-1,2,3-triazole-4-carboxylic acid-bissodium salt [Na+].[Na+].FC1(CCC(CC1)C1=CC=C(OC2=C(N=NN2)C(=O)[O-])C=C1)F.FC1(CCC(CC1)C1=CC=C(OC2=C(N=NN2)C(=O)[O-])C=C1)F